N1(CCNCCC1)C1=CC=CC(=N1)C(=O)NC1=CC=NC=C1 6-(1,4-Diazepan-1-yl)-N-(pyridin-4-yl)pyridine-2-carboxamide